NC1=CC2=C(N(C(C(N2C)=O)=O)C2CCNCC2)N=C1 4-(7-amino-1-methyl-2,3-dioxo-2,3-dihydropyrido[2,3-b]pyrazin-4(1H)-yl)piperidin